2-((1R,5S,6s)-3-(7,7-difluoro-2-(1-methyl-1H-1,2,3-triazol-5-yl)-6,7-dihydro-5H-cyclopenta[d]pyrimidin-4-yl)-3-azabicyclo[3.1.0]hexan-6-yl)acetic acid FC1(CCC2=C1N=C(N=C2N2C[C@@H]1C([C@@H]1C2)CC(=O)O)C2=CN=NN2C)F